(3R)-3-{[2-(6-aminopyridin-3-yl)[1,2,4]triazolo[1,5-c]quinazolin-5-yl]amino}azepin-2-one NC1=CC=C(C=N1)C1=NN2C(=NC=3C=CC=CC3C2=N1)NC=1C(N=CC=CC1)=O